1-(adamantan-1-yloxy)-3-(2-methylpiperidin-1-yl)propan-2-ol C12(CC3CC(CC(C1)C3)C2)OCC(CN2C(CCCC2)C)O